BrC=1C(=C(OC=2C=C(CC#N)C=C(C2)OC(F)F)C=CC1)I 3-(3-bromo-2-iodophenoxy)-5-difluoromethoxybenzyl cyanide